1-(3-(3-(difluoromethyl)-5-((diphenylmethylene)amino)pyridin-2-yl)-1H-pyrazol-1-yl)-2-methylpropan-2-ol FC(C=1C(=NC=C(C1)N=C(C1=CC=CC=C1)C1=CC=CC=C1)C1=NN(C=C1)CC(C)(O)C)F